N-phenyl-naphthalene-1-amine C1(=CC=CC=C1)NC1=CC=CC2=CC=CC=C12